COC1=CC2=C(C3=C1OCCO3)C=C(S2)C(=O)OCC ethyl 5-methoxy-2,3-dihydrothieno[3',2':3,4]benzo[1,2-b][1,4]dioxin-8-carboxylate